CC1CCCCC1 (1r,4r)-4-methylcyclohexane